(2-chloro-4-(4-(1-(thiazole-4-carbonyl)piperidin-4-yl)butoxy)phenyl)(pyrrolidin-1-yl)methanone ClC1=C(C=CC(=C1)OCCCCC1CCN(CC1)C(=O)C=1N=CSC1)C(=O)N1CCCC1